4-[5-(difluoromethyl)-4-hydroxy-2-methoxypyridine-3-carbonyl]piperazin FC(C=1C(=C(C(=NC1)OC)C(=O)N1CCNCC1)O)F